aminodiethoxymethanol NC(O)(OCC)OCC